The molecule is the 3-O-sulfo derivative of glycolithocholic acid. It is a steroid sulfate and a bile acid glycine conjugate. It derives from a glycolithocholic acid. It is a conjugate acid of a sulfoglycolithocholate(2-) and a sulfoglycolithocholate anion. C[C@H](CCC(=O)NCC(=O)O)[C@H]1CC[C@@H]2[C@@]1(CC[C@H]3[C@H]2CC[C@H]4[C@@]3(CC[C@H](C4)OS(=O)(=O)O)C)C